N(=C=S)CCCCCS(=O)(=O)C 1-Isothiocyanato-5-(methylsulfonyl)-pentane